4-[[3-[4-(4-aminobut-2-ynoxy)phenyl]imidazo[1,2-a]pyrazin-8-yl]amino]-N-[2-(1,1-dimethylpiperidin-1-ium-4-yl)ethyl]-N,2-dimethyl-benzamide formate C(=O)[O-].NCC#CCOC1=CC=C(C=C1)C1=CN=C2N1C=CN=C2NC2=CC(=C(C(=O)N(C)CCC1CC[N+](CC1)(C)C)C=C2)C